FC1=C(C(=CC=C1)F)C=1C(=NC=C(C1)F)C1(CC(=NO1)N1C[C@H](C(C1)(F)F)NS(=O)(=O)C)COC N-[(3R)-1-{5-[3-(2,6-Difluorophenyl)-5-fluoropyridin-2-yl]-5-(methoxymethyl)-4,5-dihydro-1,2-oxazol-3-yl}-4,4-difluoropyrrolidin-3-yl]methanesulfonamide